2-pentyl-1-undecanol C(CCCC)C(CO)CCCCCCCCC